C(#C)C1=C2C(=CC(=CC2=CC=C1F)O)C=1N=C2OCC3C4CCC(CN3C3=NC(=C(C(C1F)=C32)C)C)N4 5-ethynyl-6-fluoro-4-(14-fluoro-16,17-dimethyl-10-oxa-2,12,18,20-tetrazapentacyclo[9.7.1.14,7.02,8.015,19]icosa-1(18),11,13,15(19),16-pentaen-13-yl)naphthalen-2-ol